[Na+].C=1(C(=C(C(=CC1)C=1C=CC=C(C1C(=O)[O-])C(=O)[O-])C=1C=C(C=CC1)O)C=1C=CC=C(C1C(=O)[O-])C(=O)[O-])O.[Na+].[Na+].[Na+] 3,3'-biphenoldiphthalic acid sodium salt